NC1=NC(=C(C(=N1)NCC1CC(CC1)(F)F)C#N)C=1OC=CC1 2-amino-4-[(3,3-difluorocyclopentyl)methylamino]-6-(2-furyl)pyrimidine-5-carbonitrile